C=CC=CCC=CCCCCCCCCC hexadecadiene-6-ene